CC1=CC(=NN1)NC=1N=C(C=2N(C1)N=CN2)NC2CC1CCC(C2)N1CCC#N 3-((3-exo)-3-((6-((5-methyl-1H-pyrazol-3-yl)amino)-[1,2,4]triazolo[1,5-a]pyrazin-8-yl)amino)-8-azabicyclo[3.2.1]oct-8-yl)propionitrile